3-(4-aminoimidazo[2,1-f][1,2,4]triazin-7-yl)-N-((1-(hydroxymethyl)cyclopropyl)methyl)-N,4-dimethylbenzenesulfonamide NC1=NC=NN2C1=NC=C2C=2C=C(C=CC2C)S(=O)(=O)N(C)CC2(CC2)CO